N-(3-amino-1-(2-(1,1-difluoroethyl)-6-methylpyrimidin-4-yl)-1H-pyrazolo[4,3-c]pyridin-6-yl)acetamide NC1=NN(C2=C1C=NC(=C2)NC(C)=O)C2=NC(=NC(=C2)C)C(C)(F)F